ClC1=CC=C(C=C1)C1=C(C(=NN1C1=C(C=C(C=C1)Cl)Cl)C(=O)NC1=CC(=C(C(=O)O)C=C1)F)C 4-(5-(4-chlorophenyl)-1-(2,4-dichlorophenyl)-4-methyl-1H-pyrazole-3-carboxamido)-2-fluorobenzoic acid